C(=O)(OCC1C2=CC=CC=C2C2=CC=CC=C12)N(C)CC(=O)O Fmoc-Sarcosine